C(CCCCC)C(CO)CCCCCCCC 2-hexyldecan-1-ol